Triethylene Glycol Monomethyl Ether Monomesylate S(C)(=O)(=O)OCCOCCOCCOC